((1s,5s)-3-oxabicyclo[3.1.0]hex-1-yl)((5s,7s)-7-fluoro-5-phenyl-6,7-dihydro-5H-pyrrolo[1,2-b][1,2,4]triazol-2-yl)methanone [C@]12(COC[C@H]2C1)C(=O)C=1N=C2N(N1)[C@@H](C[C@@H]2F)C2=CC=CC=C2